tert-butyl 2-anilino-3-bromo-6,7-dihydropyrazolo[1,5-a]pyrazine-5(4H)-carboxylate N(C1=CC=CC=C1)C1=NN2C(CN(CC2)C(=O)OC(C)(C)C)=C1Br